3-methyl-2-(6-(((1s,2r,5r)-8-methyl-8-azabicyclo[3.2.1]oct-2-yl)amino)pyridazin-3-yl)-5-(trifluoromethyl)phenol CC=1C(=C(C=C(C1)C(F)(F)F)O)C=1N=NC(=CC1)N[C@H]1[C@@H]2CC[C@@H](CC1)N2C